COCC1(OC2=C(C(C1)=O)C=C(C=C2)C2=NC(=NO2)C=2C=NC=CC2)COC 2,2-bis(methoxymethyl)-6-[3-(pyridin-3-yl)-1,2,4-oxadiazol-5-yl]-3,4-dihydro-2H-1-benzopyran-4-one